OC(C)(C)C1=NC=CC(=C1)C1=C2C(=NC=C1)C=C(O2)C2=CC=C(C=C2)C(=O)N2CC1(COC1)C2 (4-(7-(2-(2-hydroxypropan-2-yl)pyridin-4-yl)furo[3,2-b]pyridin-2-yl)phenyl)(2-oxa-6-azaspiro[3.3]heptan-6-yl)methanone